ClC1=C(C(=O)O)C(=CC(=C1)OCCOC)Cl 2,6-dichloro-4-(2-methoxyethoxy)benzoic acid